ClC=1C=NC=C(N1)C(F)(F)F 3-chloro-5-(trifluoromethyl)pyrazine